4-((5-chloro-4-(1-(2-oxo-1,2-dihydropyridin-4-yl)-1H-pyrazol-4-yl)pyrimidin-2-yl)amino)-N-methylcyclohexane-1-carboxamide ClC=1C(=NC(=NC1)NC1CCC(CC1)C(=O)NC)C=1C=NN(C1)C1=CC(NC=C1)=O